N-[4-(4-Chlorostyryl)pyrimidin-2-yl]-N-methylacetamide ClC1=CC=C(C=CC2=NC(=NC=C2)N(C(C)=O)C)C=C1